1-{1-[5-(ethylsulfanyl)-6-[7-methyl-3-(1,1,2,2,2-pentafluoroethyl)-7H-imidazo[4,5-c]pyridazin-6-yl]pyridin-3-yl]-1H-pyrazol-4-yl}cyclopropane-1-carbonitrile C(C)SC=1C=C(C=NC1C1=NC2=C(N=NC(=C2)C(C(F)(F)F)(F)F)N1C)N1N=CC(=C1)C1(CC1)C#N